6-(5-isopropyl-5,6-dihydro-8H-[1,2,4]triazolo[3,4-c][1,4]oxazin-3-yl)pyridine C(C)(C)C1N2C(COC1)=NN=C2C2=CC=CC=N2